FC1=C(C=CC(=C1)C(F)(F)F)C1=NC(=CC2=C1N=CN(C2=O)C)N2C[C@H](OCC2)C=2C=NN(C2)C 8-[2-fluoro-4-(trifluoromethyl)phenyl]-3-methyl-6-[(2R)-2-(1-methylpyrazol-4-yl)morpholin-4-yl]pyrido[3,4-d]pyrimidin-4-one